1-((2-(Methylsulfanyl)propan-2-yl)sulfonyl)-2-(5-(p-tolyl)-1H-imidazol-2-yl)piperidine tert-butyl-(2-(5-(benzo[c][1,2,5]oxadiazol-5-yl)-1H-indole-2-carboxamido)ethyl)carbamate C(C)(C)(C)N(C(O)=O)CCNC(=O)C=1NC2=CC=C(C=C2C1)C1=CC=2C(=NON2)C=C1.CSC(C)(C)S(=O)(=O)N1C(CCCC1)C=1NC(=CN1)C1=CC=C(C=C1)C